O1C2=C(OC(C1([2H])[2H])([2H])[2H])C=C(C=C2)OC2(CCN(CC2)C=2C(=CC=1N(N2)C(C(=C(N1)C)F)=O)C)[2H] 7-(4-((2,3-dihydrobenzo[b][1,4]dioxin-6-yl-2,2,3,3-d4)oxy)piperidin-1-yl-4-d)-3-fluoro-2,8-dimethyl-4H-pyrimido[1,2-b]pyridazin-4-one